CN(C)CC1=CC=C(C=C1)S(=O)(N)=NC(NC1=C(C=C(C=C1C(C)C)F)C(C)C)=O 4-((dimethylamino)methyl)-N'-(4-fluoro-2,6-diisopropylphenylcarbamoyl)benzene-sulfonimidamide